C(CCCCC)C1=CC=C(C=C1)NC(CC(C1=CC=CC=C1)=O)=O N-(4-hexylphenyl)-3-oxo-3-phenylpropanamide